C(CCC)N(CCCC)CCCCCCCCC N,N-dibutylnonylamine